4-bromo-4'-propionylbiphenyl BrC1=CC=C(C=C1)C1=CC=C(C=C1)C(CC)=O